2,2-difluoro-[1,3]dioxol FC1(OC=CO1)F